N1=CC=C(C=C1)NC=1C(=C(C=CC1)S)Cl (pyridin-4-ylamino)-2-chloro-thiophenol